FC1=CC=C(C(=O)NCCN2CCN(CC2)C2=CC=CC3=C2OC[C@@H](O3)CO)C=C1 4-fluoro-N-[2-[4-[(3S)-3-(hydroxymethyl)-2,3-dihydro-1,4-benzodioxin-8-yl]piperazin-1-yl]ethyl]benzamide